ClC1=C(C=C(C=C1)NC(=O)[C@@H]1C([C@H]1C1=CC(=CC(=C1)Cl)Cl)(Cl)Cl)NC(C1=CC=C(C=C1)C)=O |r| trans-rac-N-(2-Chloro-5-(2,2-dichloro-3-(3,5-dichlorophenyl)cyclopropane-1-carboxamido)phenyl)-4-methylbenzamide